(bicyclo[2.2.1]hept-5-en-2-ylmethoxy)(ethyl)(methyl)(phenyl)silane C12C(CC(C=C1)C2)CO[Si](C2=CC=CC=C2)(C)CC